FC1=C(C(=O)O)C(=CC(=C1)N1C(COCC1)C(F)(F)F)F 2,6-Difluoro-4-(3-(trifluoromethyl)morpholino)benzoic acid